4,8,12,15,19,22-tetracosahexaenoic acid C(CCC=CCCC=CCCC=CCC=CCCC=CCC=CC)(=O)O